di(3-carboxyphenyl)iodonium C(=O)(O)C=1C=C(C=CC1)[I+]C1=CC(=CC=C1)C(=O)O